C1(=CC=C(C=C1)[C@H](C)NC(CN1N=C(C2=C(C1=O)N(N=C2C)C)C)=O)C (S)-N-(1-(p-Tolyl)ethyl)-2-(1,3,4-trimethyl-7-oxo-1,7-dihydro-6H-pyrazolo[3,4-d]pyridazin-6-yl)acetamid